Methyl ((E)-hex-2-enoyl)-L-isoleucinate C(\C=C\CCC)(=O)N[C@@H]([C@@H](C)CC)C(=O)OC